silylene(silicon) [SiH2]=[Si]